C(=O)(OC(C)(C)C)C=1C(NCC1)(C(=O)O)N Boc-amino-2,5-dihydropyrrole-2-carboxylic acid